6-chloro-5'-(5-chloro-2-methylphenyl)-3'-isopropyl-2'-(4-methoxy-6-(trifluoromethyl)pyridin-3-yl)-3'H-spiro[indoline-3,4'-pyrrolo[3,4-d]imidazole]-2,6'(5'H)-dione ClC1=CC=C2C(=C1)NC(C21N(C(C=2N=C(N(C21)C(C)C)C=2C=NC(=CC2OC)C(F)(F)F)=O)C2=C(C=CC(=C2)Cl)C)=O